(2S,3S,4R,5R)-5-(2-(5-fluoropyridin-3-yl)-6-(((6-methylpyridin-2-yl)methyl)amino)-9H-purin-9-yl)3,4-dihydroxyl-N-isopropyltetrahydrofuran-2-formamide FC=1C=C(C=NC1)C1=NC(=C2N=CN(C2=N1)[C@H]1[C@@H]([C@@H]([C@H](O1)C(=O)NC(C)C)O)O)NCC1=NC(=CC=C1)C